C(C)(C)(C)C(N(C(=O)OC(C(O)C(O)C1[C@H](O)[C@@H](O)[C@@H](O)[C@H](O1)CO)C1[C@H](O)[C@@H](O)[C@@H](O)[C@H](O1)CO)C=1C2=C(N=NC1)C(=C(S2)C[C@H](CO[Si](C)(C)C(C)(C)C)NC(=O)OC(C)(C)C)C)C=2SC=CC2 digalactosyl-glycerol tert-butyl-N-{6-[(2R)-2-[(tert-butoxycarbonyl)amino]-3-[(tert-butyldimethylsilyl)oxy]propyl]-7-methylthieno[3,2-c]pyridazin-4-yl}-N-(thiophen-2-ylmethyl)carbamate